C(CCC)[C] n-butyl-carbon